(S)-(2-chlorophenyl)(4-(3-(3-fluoropyridin-2-yloxy)pyrrolidin-1-yl)-3-(hydroxymethyl)phenyl)methanone ClC1=C(C=CC=C1)C(=O)C1=CC(=C(C=C1)N1C[C@H](CC1)OC1=NC=CC=C1F)CO